FC1=C(C=CC=C1C(F)(F)F)[C@@H]1N(OCC1)C1=CC(=NC=N1)NC=1C(=CC(=C(C1)NC(C=C)=O)N1CCOCC1)OC (R)-N-(5-((6-(3-(2-fluoro-3-(trifluoromethyl)phenyl)isoxazolidin-2-yl)pyrimidin-4-yl)amino)-4-methoxy-2-morpholinophenyl)acrylamide